N1N=CC2=C(C=CC=C12)C1=C(C(NC2=CC(=CN=C12)C)=O)[N+]1=CC=CC=C1 4-(1H-Indazol-4-yl)-7-methyl-3-pyridin-1-ium-1-yl-1H-1,5-naphthyridin-2-one